N-(1-(4-Fluorobenzyl)piperidin-4-yl)-6-morpholinopyridine-3-sulfonamide FC1=CC=C(CN2CCC(CC2)NS(=O)(=O)C=2C=NC(=CC2)N2CCOCC2)C=C1